O1CC(C1)COC(C)CC(CCC)OCC1COC1 2,4-bis[(3-oxetanyl)methoxy]heptane